COC(C1=C(C(=C(C=C1)OCCCCC(=O)OC(C)(C)C)C#C)C)=O (5-(tert-butoxy)-5-oxopentyloxy)-3-ethynyl-2-methylbenzoic acid methyl ester